ethyl (S)-3-(3-(2,6-dimethylphenoxy)phenyl)-3-(3-(4-hydroxy-1-methyl-2-oxo-1,2-dihydro pyridin-3-yl)ureido)propanoate CC1=C(OC=2C=C(C=CC2)[C@H](CC(=O)OCC)NC(=O)NC=2C(N(C=CC2O)C)=O)C(=CC=C1)C